triphenylene-2-yl-boric acid C1=C(C=CC=2C3=CC=CC=C3C3=CC=CC=C3C12)OB(O)O